1-(4-((7-((adamantan-1-yl)amino)heptyl)amino)phenyl)dihydropyrimidine-2,4(1H,3H)-dione C12(CC3CC(CC(C1)C3)C2)NCCCCCCCNC2=CC=C(C=C2)N2C(NC(CC2)=O)=O